C12CNCC(CC1)N2C=2SC=1CN(CCC1N2)C(COC2=C(C=CC=C2)OCCO)=O 1-(2-(3,8-diazabicyclo[3.2.1]octan-8-yl)-6,7-dihydrothiazolo[5,4-c]pyridin-5(4H)-yl)-2-(2-(2-hydroxyethoxy)phenoxy)ethan-1-one